copper bismuth sulfur selenium tellurium [Te].[Se].[S].[Bi].[Cu]